CC([O-])C.[Zr+].OCCOC(C1=CC=C(C(=O)OCCO)C=C1)=O.N=1C=NN2C1C=C(C=C2)C2=CC=C(C=C2)CC(=O)N 2-[4-([1,2,4]triazolo[1,5-a]pyridin-7-yl)phenyl]acetamide bis-(hydroxyethyl)terephthalate Zirconium monoisopropoxide